1-anthracenenitrile C1(=CC=CC2=CC3=CC=CC=C3C=C12)C#N